ClC=1C=C(CNC(C(C)(C)C2=NC=CC(=N2)COC)=O)C=C(C1C1C(NC(CC1)=O)=O)Cl N-(3,5-dichloro-4-(2,6-dioxopiperidin-3-yl)benzyl)-2-(4-(methoxymethyl)pyrimidin-2-yl)-2-methylpropanamide